C1(CC1)C1=CC=C(C=C1)NC(=O)[C@@H]1N(CCCC1)CC1=NN(C=C1)C (R)-N-(4-cyclopropylphenyl)-1-((1-methyl-1H-pyrazol-3-yl)methyl)piperidine-2-carboxamide